CN([Si](O[Si](O[Si](OC(C)=O)(C)C)(C)C)(C)C)C 1-dimethylamino-1,1,3,3,5,5-hexamethyl-5-acetoxytrisiloxane